BrC1=C2C=CN(C2=CC(=C1)F)S(=O)(=O)C1=CC=CC=C1 4-bromo-6-fluoro-1-(phenylsulfonyl)-1H-indole